Dimethyl-propane phosphonate P(O)(O)=O.CC(C)(C)C